N(N)C=1SC=C(N1)C1=CC=CC=C1 hydrazino-4-phenylthiazole